[C@H]12COC[C@@H]2NC1 (1S,5R)-3-oxa-6-azabicyclo[3.2.0]heptane